8-(4-(tert-butoxycarbonyl)piperazin-1-yl)-7-cyano-5-methyl-6-oxo-5,6-dihydro-1,5-naphthyridine-2-carboxylic acid methyl ester COC(=O)C1=NC=2C(=C(C(N(C2C=C1)C)=O)C#N)N1CCN(CC1)C(=O)OC(C)(C)C